O.O.O=C([C@H](O)[C@@H](O)[C@@H](O)[C@H](O)C(=O)O)O galactarate dihydrate